C12C(CC(CC1)N2)N2CC(C2)N2N=CC(=C2C)C=2C=C(C=1N(C2)N=CC1C#N)OC 6-[1-[1-(7-Azabicyclo[2.2.1]heptan-2-yl)azetidin-3-yl]-5-methyl-pyrazol-4-yl]-4-methoxy-pyrazolo[1,5-a]pyridine-3-carbonitrile